C12CNCC(CC1)N2C=2C=C1CN(CC1=CC2)C2C(NC(CC2)=O)=O 5-(3,8-diazabicyclo[3.2.1]octan-8-yl)-2-(2,6-dioxopiperidin-3-yl)isoindoline